FC1=NC(=C2N=CN(C2=N1)C1OCCCCC1)NCC1=CC=C(C=C1)Br 2-fluoro-6-[(4-bromobenzyl)amino]-9-(oxepan-2-yl)-9H-purine